FC=1C=C(C=CC1OC1=CC=CC=C1)C1=NN(C2=NC=NC=C21)[C@H]2CN(CCC2)C(C=C)=O (R)-1-(3-(3-(3-fluoro-4-phenoxyphenyl)-1H-pyrazolo[3,4-d]pyrimidin-1-yl)piperidin-1-yl)prop-2-en-1-one